BrC1=CC=CC(=N1)NC(CN(C(C)=O)C1CC1)=O N-(2-((6-bromopyridin-2-yl)amino)-2-oxoethyl)-N-cyclopropylacetamide